C(C1=CC=CC=C1)(=O)N1C(N(C=C(C1=O)C)C1CC2(C1)CCC(CC2)=O)=O 3-benzoyl-5-methyl-1-(7-oxospiro[3.5]nonan-2-yl)pyrimidine-2,4-dione